BrCC1=CC=C(C=C1)N1N=C(C=C1COC)C(F)(F)F 1-(4-(bromomethyl)phenyl)-5-(methoxymethyl)-3-(trifluoromethyl)-1H-pyrazole